1,1-bis(4-cyanatophenyl)-3-methylbutane O(C#N)C1=CC=C(C=C1)C(CC(C)C)C1=CC=C(C=C1)OC#N